(3Z)-16,16-diheptyloxy-3-hexadecen-1-ol C(CCCCCC)OC(CCCCCCCCCCC\C=C/CCO)OCCCCCCC